4-acetaminocyclohexanol N(C(=O)C)C1CCC(CC1)O